OC(C)C1CC(CO1)O 5-(1-hydroxyethyl)tetrahydrofuran-3-ol